ClC1=CC(=C(C=C1)C=1N=CC(=NC1)N([C@H]1[C@H]([C@@H]2CC[C@H](C1)N2C(=O)OC(C)(C)C)F)C)OCOC tert-butyl (1S,2R,3R,5R)-3-((5-(4-chloro-2-(methoxymethoxy) phenyl)pyrazin-2-yl)(methyl)amino)-2-fluoro-8-azabicyclo[3.2.1]octane-8-carboxylate